(E)-3-(3-fluoro-4-trifluoromethylphenyl)-propenyl bromide FC=1C=C(C=CC1C(F)(F)F)C/C=C/Br